4-oxooctenoate O=C(C=CC(=O)[O-])CCCC